tert-butyl 2-((3-nitro-2-oxopyridin-1(2H)-yl)methyl)-4-(3,3,3-trifluoro-2-(trifluoromethyl)propyl)-1H-benzo[d]imidazole-1-carboxylate [N+](=O)([O-])C=1C(N(C=CC1)CC1=NC2=C(N1C(=O)OC(C)(C)C)C=CC=C2CC(C(F)(F)F)C(F)(F)F)=O